NC1=NC=C(C2=C1C(=C(S2)C2=CC=C(C=C2)NC(C(=C)C)=O)C2=CC=C(C=C2)OC2=NC=CC(=N2)C)Br N-(4-(4-amino-7-bromo-3-(4-((4-methylpyrimidin-2-yl)oxy)phenyl)thieno[3,2-c]pyridin-2-yl)phenyl)methacrylamide